C(C)(C)N1N=C(C=2C=NC(=CC21)NC2=NC(=NC=C2)N2CCC(CC2)OC)N2CCC(CC2)N(C)CC2=C(C=CC=C2)N2C(NC(CC2)=O)=O 1-(2-(((1-(1-isopropyl-6-((2-(4-methoxypiperidin-1-yl)pyrimidin-4-yl)amino)-1H-pyrazolo[4,3-c]pyridin-3-yl)piperidin-4-yl)(methyl)amino)methyl)phenyl)dihydropyrimidine-2,4(1H,3H)-dione